25-hydroxycholesterol disulfate S(=O)(=O)(O)OS(=O)(=O)O.OC(C)(C)CCC[C@@H](C)[C@H]1CC[C@H]2[C@@H]3CC=C4C[C@@H](O)CC[C@]4(C)[C@H]3CC[C@]12C